(cis)-N-((S)-1-{6-{4-fluoro-1H-pyrazol-1-yl}pyridin-3-yl}ethyl)-1-methoxy-4-(4-methyl-6-{5-methyl-1H-pyrazol-3-ylamino}pyrimidin-2-yl)cyclohexanecarboxamide FC=1C=NN(C1)C1=CC=C(C=N1)[C@H](C)NC(=O)C1(CCC(CC1)C1=NC(=CC(=N1)C)NC1=NNC(=C1)C)OC